2-(3-((2-acrylamidopropyl) dimethylammonio) propanamido)-2-methylpropane-1-sulfonate C(C=C)(=O)NC(C[N+](CCC(=O)NC(CS(=O)(=O)[O-])(C)C)(C)C)C